Tert-butyl (S)-(1-(5-iodopyridin-2-yl)pyrrolidin-3-yl)carbamate IC=1C=CC(=NC1)N1C[C@H](CC1)NC(OC(C)(C)C)=O